2-[(2S,4S,5R)-1-(2,4-dichloro-phenyl)-5-hydroxy-2,6,6-trimethylheptan-4-yl]-2,4-dihydro-3H-1,2,4-triazol-3-thione ClC1=C(C=CC(=C1)Cl)C[C@@H](C[C@@H]([C@@H](C(C)(C)C)O)N1N=CNC1=S)C